The molecule is a 2-acyl-sn-glycero-3-phosphate(2-) obtained by deprotonation of the phosphate OH groups of 2-arachidonoyl-sn-glycero-3-phosphate; major species at pH 7.3. It has a role as a mammalian metabolite. It derives from an arachidonate. It is a conjugate base of a 2-arachidonoyl-sn-glycero-3-phosphate. CCCCC/C=C\\C/C=C\\C/C=C\\C/C=C\\CCCC(=O)O[C@H](CO)COP(=O)([O-])[O-]